(2S,4R)-1-((S)-2-amino-3,3-dimethylbutanoyl)-N-((S)-1-(3-fluoro-4-((trimethylsilyl)ethynyl)phenyl)ethyl)-4-hydroxypyrrolidine-2-carboxamide N[C@H](C(=O)N1[C@@H](C[C@H](C1)O)C(=O)N[C@@H](C)C1=CC(=C(C=C1)C#C[Si](C)(C)C)F)C(C)(C)C